C(#N)C=1C=CC(=NC1)NC(=O)N1CCC2(CC1)CCC(CC2)N(C=2C1=C(N=CN2)NC=C1)C N-(5-cyanopyridin-2-yl)-9-(methyl(7H-pyrrolo[2,3-d]pyrimidin-4-yl)amino)-3-azaspiro[5.5]undecane-3-carboxamide